ClC=1C=CC(=NC1)[C@H](C1CCN(CC1)C(=O)OC(C)(C)C)NS(=O)(=O)C1=CC=C(C=C1)OC(F)(F)F tert-butyl 4-[(S)-(5-chloro-2-pyridyl)-[[4-(trifluoromethoxy)phenyl]sulfonylamino]methyl]piperidine-1-carboxylate